N-[4-[[3-[2-[(1r,4r)-(4-Aminocyclohexyl)amino]pyrimidin-4-yl]-4-pyridyl]oxy]-3-fluorophenyl]2-methylbenzenesulfonamide potassium [K].NC1CCC(CC1)NC1=NC=CC(=N1)C=1C=NC=CC1OC1=C(C=C(C=C1)NS(=O)(=O)C1=C(C=CC=C1)C)F